(R)-1-(5-((3-(4-methyl-1-oxo-1,3-dihydroisobenzofuran-5-yl)piperazin-1-yl)methyl)pyrimidin-2-yl)-1H-imidazole-4-carbonitrile CC1=C2COC(C2=CC=C1[C@@H]1CN(CCN1)CC=1C=NC(=NC1)N1C=NC(=C1)C#N)=O